C1(=CC=CC=C1)C1=NC2=C3C(=CC=C2C=C1)C=CC=C3 2-phenylbenzoquinoline